ethyl (4-((4-(2-methyl-6-(methylcarbamoyl)pyridin-3-yl)piperazin-1-yl)methyl)-6-oxo-1,6-dihydropyridin-2-yl)carbamate CC1=NC(=CC=C1N1CCN(CC1)CC=1C=C(NC(C1)=O)NC(OCC)=O)C(NC)=O